C(C)N(CCCOC(=O)OC(CCCC)CCCC)C 5-(((3-(ethyl-(methyl)amino)propoxy)carbonyl)oxy)nonane